2-(((2R,3R,4S,5R)-5-(6-amino-2-chloro-9H-purin-9-yl)-4-fluoro-3-hydroxytetrahydrofuran-2-yl)methoxy)-3-(2'-cyano-[1,1'-biphenyl]-4-yl)-2-(thiazol-4-yl)propanoic acid NC1=C2N=CN(C2=NC(=N1)Cl)[C@H]1[C@H]([C@@H]([C@H](O1)COC(C(=O)O)(CC1=CC=C(C=C1)C1=C(C=CC=C1)C#N)C=1N=CSC1)O)F